(rac)-(2s,4s)-2-(2-(4-(tert-butyl)phenyl)-8-azaspiro[4.5]decane-8-carbonyl)-7-oxa-5-azaspiro[3.4]octan-6-one C(C)(C)(C)C1=CC=C(C=C1)[C@@H]1CC2(CC1)CCN(CC2)C(=O)C2CC1(C2)NC(OC1)=O |r|